C1(=CC=C(C=C1)N(C1=CC=C(C=C1)C1=CC=C(C=C1)N(C1=CC=CC=C1)C1=CC=C(C=C1)C1=CC=C(C=C1)C1=CC=CC=C1)C1=CC=C(C=C1)C1=CC=CC=C1)C1=CC=CC=C1 N4,N4-bis([1,1'-biphenyl]-4-yl)-N4'-([1,1':4',1''-terphenyl]-4-yl)-N4'-phenyl-[1,1'-biphenyl]-4,4'-diamine